(-)-sodium mandelate salt C(C(O)C1=CC=CC=C1)(=O)[O-].[Na+]